4-Chloro-2-fluoro-5-iodobenzoic Acid ClC1=CC(=C(C(=O)O)C=C1I)F